COC(=O)C1=CC2=C(C(=C(CCC2)C2=C(C=C(C=C2)F)C)OS(=O)(=O)C(F)(F)F)C=C1.BrC=1C=C(C=CC1)\C=N\[S@](=O)C(C)(C)C (R)-N-[(1E)-(3-bromophenyl)methylene]-2-methylpropane-2-sulfinamide Methyl-8-(2-methyl-4-fluorophenyl)-9-(((trifluoromethyl)sulfonyl)oxy)-6,7-dihydro-5H-benzo[7]annulene-3-carboxylate